2-(5-chloro-2-hydroxy-3-(4-methylbenzoyl-oxy)benzylideneamino)-3-methylbutanoic acid ClC=1C=C(C(=C(C=NC(C(=O)O)C(C)C)C1)O)OC(C1=CC=C(C=C1)C)=O